C(C1=CC=CC=C1)(C1=CC=CC=C1)C1=C(N)C(=CC(=C1)OC)C(C1=CC=CC=C1)C1=CC=CC=C1 2,6-dibenzhydryl-4-methoxyaniline